C(#N)C=1C=C2C(=C(C=NC2=CC1)NC(CC(=O)OC)=O)N[C@H]1C[C@H](OCC1)C methyl 3-((6-cyano-4-(((2R,4R)-2-methyltetrahydro-2H-pyran-4-yl) amino) quinolin-3-yl) amino)-3-oxopropionate